bis-[2-(benzylsulfonyloxy)-4-methyl-phenyl]urea C(C1=CC=CC=C1)S(=O)(=O)OC1=C(C=CC(=C1)C)NC(NC1=C(C=C(C=C1)C)OS(=O)(=O)CC1=CC=CC=C1)=O